4-Dimethylaminophenylpentazole CN(C1=CC=C(C=C1)N1N=NN=N1)C